NNCCSSCCN amino-cystamine